The molecule is a monovalent inorganic anion obtained by deprotonation of one of the six OH groups in orthoperiodic acid acid. It is an orthoperiodate ion and a monovalent inorganic anion. It is a conjugate base of an orthoperiodic acid. It is a conjugate acid of an orthoperiodate(2-). OI(=O)(O)(O)(O)[O-]